ClC=1C=C(C=C2C(C(NC12)=O)(C)C)B1OC(C(O1)(C)C)(C)C 7-chloro-3,3-dimethyl-5-(tetramethyl-1,3,2-dioxaborolan-2-yl)-2,3-dihydro-1H-indol-2-one